C1=CC=CC=2C3=CC=CC=C3C(C12)COC(=O)N1CCC(CC1)CCC (1-(9-fluorenylmethoxycarbonyl)-4-piperidyl)propane